1-(2-(tert-butyldimethylsilyloxy)ethyl)-3-(chloromethyl)pyridin-2(1H)-one [Si](C)(C)(C(C)(C)C)OCCN1C(C(=CC=C1)CCl)=O